tert-Butyl (3R)-3-(p-Toluenesulfonyloxymethyl)pyrrolidine-1-carboxylate CC1=CC=C(C=C1)S(=O)(=O)OC[C@H]1CN(CC1)C(=O)OC(C)(C)C